O1C(COC12CCCCC2)C=C(C(=O)O)C 1,4-dioxaspiro[4.5]dec-2-ylmethacrylic acid